OCCS(=O)(=O)NC1=CC(=C(C(=O)NC2=CC=C3C(=N2)N(N=C3)[C@@H](C)CC(F)(F)F)C=C1)N1CCC3(CC3)CC1 (S)-4-((2-hydroxyethyl)sulfonamido)-2-(6-azaspiro[2.5]octan-6-yl)-N-(1-(4,4,4-trifluorobutan-2-yl)-1H-pyrazolo[3,4-b]pyridin-6-yl)benzamide